C(C)(C)(C)OC(NCCN1C(=NC(=C1)I)C1CCC1)=O 2-(2-cyclobutyl-4-iodo-1H-imidazol-1-yl)ethylcarbamic acid tert-butyl ester